ClC1=NC=C(C(=N1)N[C@H]1[C@@H](CCC1)C#N)C (trans)-2-((2-chloro-5-methylpyrimidin-4-yl)amino)cyclopentanecarbonitrile